N1=C(C=CC=C1)C1=CC(=CC(=C1)C1=CC=C(C=C1)N(C)C)C1=NC=CC=C1 1,3-bis(pyridin-2-yl)-5-(4-dimethylaminophenyl)benzene